(R)-(3-([1,1'-biphenyl]-2-ylethynyl)-1H-indazol-5-yl)(2-benzylpiperazin-1-yl)methanone C1(=C(C=CC=C1)C#CC1=NNC2=CC=C(C=C12)C(=O)N1[C@@H](CNCC1)CC1=CC=CC=C1)C1=CC=CC=C1